CC1=CC=C(NC2=C(C(=O)O)C=C(C(=C2)C(=O)O)NC2=CC=C(C=C2)C)C=C1 2,5-bis(4-methylanilino)terephthalic acid